C1(=CC=CC=C1)C=CCO γ-Phenylallyl alcohol